FCCN1C(=NC(=C1)C(F)(F)F)C1=CC=C(N)C=C1 4-(1-(2-fluoroethyl)-4-(trifluoromethyl)-1H-imidazol-2-yl)aniline